5-(chloromethyl)-1-ethyl-1H-imidazole hydrochloride Cl.ClCC1=CN=CN1CC